2-(2,3-Bis(t-butoxycarbonyl)guanidino)-5-iodopyridine C(C)(C)(C)OC(=O)N=C(NC1=NC=C(C=C1)I)NC(=O)OC(C)(C)C